C1(=CC=CC2=CC=CC=C12)[C@@H](C)NC(=O)C=1C=2C=CNC2C=CC1 (R)-N-(1-(naphthalen-1-yl)ethyl)-1H-indole-4-carboxamide